2-Guanidinobenzimidazole N(C(=N)N)C=1NC2=C(N1)C=CC=C2